(R)-2-fluoro-N-(6-fluoroisoquinolin-1-yl)-4-((4-(4-methylpiperazin-1-yl)pyrimidin-2-yl)amino)-N-(piperidin-3-yl)benzamide FC1=C(C(=O)N([C@H]2CNCCC2)C2=NC=CC3=CC(=CC=C23)F)C=CC(=C1)NC1=NC=CC(=N1)N1CCN(CC1)C